4-Pyridinylpiperidine-1-carboxylate N1=C(C=CC=C1)C1CCN(CC1)C(=O)[O-]